Cl.FC1=C(C=C(C=C1)F)C1=NN([C@@](S1)(C1=CC=CC=C1)CCCNC)C(=O)N(C)OC (S)-5-(2,5-difluorophenyl)-N-methoxy-N-methyl-2-(3-(methylamino)propyl)-2-phenyl-1,3,4-thiadiazole-3(2H)-carboxamide, hydrochloride